1-(4-(3,3-diethyl-azetidin-1-yl)phenyl)-5,7-difluoro-1H-indazol-6-ol C(C)C1(CN(C1)C1=CC=C(C=C1)N1N=CC2=CC(=C(C(=C12)F)O)F)CC